3,5-diamino-6-chloro-N-[imino(phenylamino)methyl]pyrazine-2-carbamide NC=1C(=NC(=C(N1)N)Cl)C(=O)NC(NC1=CC=CC=C1)=N